tert-butyl 2-[2-ethyl-7-({8-fluoro-2-methylimidazo[1,2-a]pyridin-6-yl}carbamoyl) indazol-4-yl]-2,5-diazaspiro[3.4]octane-5-carboxylate C(C)N1N=C2C(=CC=C(C2=C1)N1CC2(C1)N(CCC2)C(=O)OC(C)(C)C)C(NC=2C=C(C=1N(C2)C=C(N1)C)F)=O